pentadecafluoro-8-(trifluoromethyl)non-4-ene FC(C(C(C(C=CC(C(C(F)(F)F)(F)F)(F)F)(F)F)(F)F)(C(F)(F)F)F)(F)F